4-[[3-[4-(Difluoromethoxy)phenyl]imidazo[1,2-a]pyrazin-8-yl]amino]-N,N-bis(2-hydroxyethyl)-2-methylbenzamid FC(OC1=CC=C(C=C1)C1=CN=C2N1C=CN=C2NC2=CC(=C(C(=O)N(CCO)CCO)C=C2)C)F